CS(=O)(=O)/C=C/[C@@H](C)C=1C(=NC=CN1)C(=O)N 3-((R,E)-4-(methylsulfonyl)but-3-en-2-yl)pyrazine-2-carboxamide